N[C@H]([C@@H](C)O)C (2R,3S)-3-amino-2-butanol